3-amino-6-butyl-4-(5-methyl-1H-indazol-4-yl)pyridinecarboxamide NC=1C(=NC(=CC1C1=C2C=NNC2=CC=C1C)CCCC)C(=O)N